C(C)O[C@@H](C(F)(F)F)[C@]1(CN(CC1)C(C)(C)C=1C=NC(=CC1)C)CCC1=CC=C(C#N)C=C1 |o1:3| 4-(2-((R)-3-((R or S)-1-ethoxy-2,2,2-trifluoroethyl)-1-(2-(6-methylpyridin-3-yl)propan-2-yl)pyrrolidin-3-yl)ethyl)benzonitrile